C1(CC1)C=1C=C(C(=NC1)N1CCN(CC1)C(=O)C1=C(C=C(C=C1)[C@@]1(C(NC(N1)=O)=O)C)F)C (R)-5-{4-[4-(5-cyclopropyl-3-methylpyridin-2-yl)piperazine-1-carbonyl]-3-fluorophenyl}-5-methylimidazolidine-2,4-dione